CN(C1CN(C1)CC1=CC=2N=C(N=C(C2S1)N1CCOCC1)N1N=C(C=C1)C=1C=C(C=CC1)C)C N,N-dimethyl-1-((4-morpholino-2-(3-(m-tolyl)-1H-pyrazol-1-yl)thieno[3,2-d]pyrimidin-6-yl)methyl)azetidin-3-amine